COC1=C(C=CC=C1)C1=CC(=NC=C1C(=O)NC=1SC=2C(=NC=C(C2)[C@H]2OCCCC2)N1)C |o1:25| (S or R)-4-(2-methoxyphenyl)-6-methyl-N-(6-(tetrahydro-2H-pyran-2-yl)thiazolo[4,5-b]pyridin-2-yl)nicotinamide